2-chloro-7-(4-phenoxyphenyl)-5H-pyrrolo[2,3-d]pyrimidin-6-one ClC=1N=CC2=C(N1)N(C(C2)=O)C2=CC=C(C=C2)OC2=CC=CC=C2